(R)-methyl-1-(2-(1H-indol-3-yl)ethyl)-6,7-dimeth-oxy-3,4-dihydroisoquinoline-2(1H)-carboxylate COC(=O)N1[C@@H](C2=CC(=C(C=C2CC1)OC)OC)CCC1=CNC2=CC=CC=C12